7-oxa-3-azabicyclo[4.1.0]Heptane-3-carboxylic acid tert-butyl ester C(C)(C)(C)OC(=O)N1CC2OC2CC1